CN([C@H](CNC(C[C@H](C1(CC1)C(F)(F)F)C=1C=NC=CC1)=O)CC1=C(C=C(C=C1C)O)C)C (S)-N-((S)-2-(dimethylamino)-3-(4-hydroxy-2,6-dimethylphenyl)propyl)-3-(pyridin-3-yl)-3-(1-(trifluoromethyl)cyclopropyl)propanamide